1-([2,2'-bipyridin]-5-yl)-2,3,3a,4,5,6-hexahydro-1H-pyrrolo[2,3-b]pyridine N1=C(C=CC(=C1)N1CCC2C1=NCCC2)C2=NC=CC=C2